2-(2-methoxyphenyl)-1-(1-amyl-1H-indol-3-yl)ethanone Tert-butyl-undec-8-ene-3-carboxylate C(C)(C)(C)OC(=O)C(CC)CCCCC=CCC.COC1=C(C=CC=C1)CC(=O)C1=CN(C2=CC=CC=C12)CCCCC